4-Amino-N-(1-((4-((dimethylamino)methyl)-3-(trifluoromethyl)phenyl)amino)-6-methylisoquinoline-5-yl)imidazo[2,1-f][1,2,4]triazine-7-carboxamide NC1=NC=NN2C1=NC=C2C(=O)NC2=C1C=CN=C(C1=CC=C2C)NC2=CC(=C(C=C2)CN(C)C)C(F)(F)F